CS(=O)(=O)N1CC(CCC1)N1CC2=CC=CC(=C2CC1)OC1=CC=C(C=C1)C(F)(F)F 2-(1-(methylsulfonyl)piperidin-3-yl)-5-(4-(trifluoromethyl)phenoxy)-1,2,3,4-tetrahydroisoquinoline